CC1(OB(OC1(C)C)C=1C=NNC1)C 4-(4,4,5,5-tetramethyl-1,3,2-dioxaborolan-2-yl)-1H-pyrazol